COC1=C(C=CC(=C1)N1CCOCC1)NC1=NC=CC(=N1)NC1=NC(=NC=C1)C1=NC(=CC=C1)C N2-(2-methoxy-4-morpholino-phenyl)-N4-[2-(6-methyl-2-pyridyl)pyrimidin-4-yl]pyrimidine-2,4-diamine